C1(=CC=CC=C1)N(C=1C=C(C=CC1)C=1C(=CC=2C(C3=CC=CC=C3C2C1)(C)C)N)C1=CC=CC=C1 3-(3-(diphenylamino)phenyl)-9,9-dimethyl-9H-fluoren-2-amine